C(C1=CC=CC=C1)OC(CCCC1=C(C(=O)OCC2=CC=CC=C2)C=CC=C1)=O Benzyl 2-(4-(benzyloxy)-4-oxobutyl)benzoate